ClC=1C=C(C=CC1)N1N=CC(=C1)[C@@H](C(=O)NC1=CC(=NN1)[C@H]1C(C1)(F)F)C (S)-2-(1-(3-chlorophenyl)-1H-pyrazol-4-yl)-N-(3-((S)-2,2-difluorocyclopropyl)-1H-pyrazol-5-yl)propanamide